CCCCCCCCCCCCC(=O)O[C@H](COC(=O)CCCC/C=C\C/C=C\C/C=C\C/C=C\CC)COP(=O)(O)OC[C@@H](C(=O)O)N 1-(6Z,9Z,12Z,15Z-octadecatetraenoyl)-2-tridecanoyl-glycero-3-phosphoserine